OC[C@H]1[C@@H](C1)CN(CCCCCCCC(=O)N(CCCCCCCCCC)CCCCCCCCCC)CCCCCCCC(=O)N(CCCCCCCCCC)CCCCCCCCCC 8,8'-((((1R,2R)-2-(HYDROXYMETHYL)CYCLOPROPYL)METHYL)AZANEDIYL)BIS(N,N-DIDECYLOCTANAMIDE)